6-fluoro-2,3,4-trimethylpyridine FC1=CC(=C(C(=N1)C)C)C